(3,5-difluoro-4-methoxyphenyl)hydrazine hydrochloride Cl.FC=1C=C(C=C(C1OC)F)NN